C1(CCCC1)OC1C2C3C4C=CC(C3C(C1)C2)C4 8-cyclopentyloxy-tetracyclo[4.4.0.12,5.17,10]-3-dodecene